NC=1SC(C(N1)=O)CC(=O)N1[C@H]2CN(C[C@@H]1CC2)C2=NC(=NC1=CC(=CC=C21)C2=CC(=CC1=CC=CC=C21)O)OC[C@H]2N(CCC2)C 2-amino-5-(2-((1R,5S)-3-(7-(3-hydroxynaphthalen-1-yl)-2-(((S)-1-methylpyrrolidin-2-yl)methoxy)quinazolin-4-yl)-3,8-diazabicyclo[3.2.1]octan-8-yl)-2-oxoethyl)thiazol-4(5H)-one